(2,4-dihydroxy-6-methoxyphenyl)(4-((tetrahydrofuran-3-yl)amino)isoindolin-2-yl)methanone tert-butyl-(1-(hydroxymethyl)cyclobutyl)carbamate C(C)(C)(C)N(C(O)=O)C1(CCC1)CO.OC1=C(C(=CC(=C1)O)OC)C(=O)N1CC2=CC=CC(=C2C1)NC1COCC1